(1S,2S,3S)-N-(8-amino-7-fluoro-6-(4-methylpyridin-3-yl)isoquinolin-3-yl)-2-methyl-3-(1-(2-morpholinoethyl)-1H-pyrazol-4-yl)cyclopropanecarboxamide sodium [Na].NC=1C(=C(C=C2C=C(N=CC12)NC(=O)[C@H]1[C@H]([C@@H]1C=1C=NN(C1)CCN1CCOCC1)C)C=1C=NC=CC1C)F